C(C)(C)(C)N(C([O-])=O)C1CCC(CC1)CNCC(F)(F)F.P(=O)([O-])(O)O.[Na+].[Na+] disodium phosphate tert-butyl-((1r,4r)-4-(((2,2,2-trifluoroethyl)amino)methyl)cyclohexyl)carbamate